tert-Butyl (E)-3-(fluoromethylene)pyrrolidine-1-formate F\C=C/1\CN(CC1)C(=O)OC(C)(C)C